1-methyldiethoxysilyl-6-bis(triethoxysilylpropylamino)methylsilylhexane C[Si](CCCCCC[SiH2]C(NCCC[Si](OCC)(OCC)OCC)NCCC[Si](OCC)(OCC)OCC)(OCC)OCC